tert-butyl N-[2-[5-[1-benzyloxy-1-(trifluoromethyl)pent-4-enyl]-1,3,4-oxadiazol-2-yl]-6-(2-but-3-enylpyrrolidin-1-yl)-5-(trifluoromethyl)-3-pyridyl]carbamate C(C1=CC=CC=C1)OC(CCC=C)(C(F)(F)F)C1=NN=C(O1)C1=NC(=C(C=C1NC(OC(C)(C)C)=O)C(F)(F)F)N1C(CCC1)CCC=C